3-butylheptyl 8-((3-((isoxazol-3-ylmethyl)sulfonamido)propyl)(8-oxo-8-(pentadecan-8-yloxy)octyl)amino)octanoate O1N=C(C=C1)CS(=O)(=O)NCCCN(CCCCCCCC(=O)OCCC(CCCC)CCCC)CCCCCCCC(OC(CCCCCCC)CCCCCCC)=O